C(CCCC)N1N=C(C2=CC=CC=C12)C(=O)NC1=CC=CC2=CC=CC=C12 1-pentyl-N-(1-naphthyl)-indazole-3-carboxamide